C1(CC1)C(=O)NC1=CC(=C(N=N1)C(=O)NC([2H])([2H])[2H])NC1=C(C(=CC=C1)C=1N=C(OC1)C)OC 6-(cyclopropanecarboxamido)-4-((2-methoxy-3-(2-methyloxazol-4-yl)phenyl)amino)-N-(methyl-d3)pyridazine-3-carboxamide